2-bromo-5-(trifluoromethoxy)pyridine sodium thioeicosanate C(CCCCCCCCCCCCCCCCCCC)(=S)[O-].[Na+].BrC1=NC=C(C=C1)OC(F)(F)F